C(C)OC1=C(C(=NC=C1[N+](=O)[O-])C=1C=NC=CC1)C=1N=NNN1 ethoxy-5-nitro-3-(2H-tetrazol-5-yl)-2,3'-bipyridine